NC1=NC=C(C=2C1=CNN2)NC(C(N2[C@H](CC[C@@H](C2)C)C=2C=C1CCN(C(C1=CC2)(C)C)C)=O)=O |r| N-(4-amino-2H-pyrazolo[4,3-c]pyridin-7-yl)-2-oxo-2-[rac-(2R,5S)-5-methyl-2-(1,1,2-trimethyl-3,4-dihydroisoquinolin-6-yl)-1-piperidyl]acetamide